C(#N)C1=CC=C(C=C1)C1=CC(=C(S1)C1=CC=C(C=C1)OC)C1=C(C(C(C1(F)F)(F)F)(F)F)C1=C(SC(=C1)C1=CC=C(C=C1)OC)C1=CC=C(C#N)C=C1 4-(3-(2-(5-(4-cyanophenyl)-2-(4-methoxyphenyl)thiophen-3-yl)-3,3,4,4,5,5-hexafluorocyclopent-1-en-1-yl)-5-(4-methoxyphenyl)thiophen-2-yl)benzonitrile